C1CC12OCC(NC2)=O 4-oxa-7-azaspiro[2.5]octan-6-one